FC1=C2C=C(NC2=CC=C1)C(=O)N[C@H](C(=O)N[C@H](C(=O)OC)C[C@H]1C(NCC1)=O)CC(C)C methyl (2S)-2-[(2S)-2-[(4-fluoro-1H-indol-2-yl)formamido]-4-methylpentanamido]-3-[(3S)-2-oxopyrrolidin-3-yl]propanoate